NCC(O)C1=CC=CC=C1 2-Amino-1-phenylethanol